N-(3-(5-chloro-2-methoxyphenyl)-1-(2-(2,2-dimethylpyrrolidin-1-yl)-2-oxoethyl)-1H-pyrazol-4-yl)pyrazolo[1,5-a]pyrimidine-3-carboxamide ClC=1C=CC(=C(C1)C1=NN(C=C1NC(=O)C=1C=NN2C1N=CC=C2)CC(=O)N2C(CCC2)(C)C)OC